ClCCCCC(C#N)(C)C 6-chloro-2,2-dimethylhexanenitrile